C(C)OP(=O)(OCC)COC1=CC(=C(C(=C1)C)CC=1C=CC2=C(COC(N2)=O)C1)C 6-[[4-(diethoxyphosphorylmethoxy)-2,6-dimethyl-phenyl]methyl]-1,4-dihydro-3,1-benzoxazin-2-one